(R)-3-(5-(3-(4-amino-2-methylpyrido[3,2-d]pyrimidin-6-yl)phenyl)isoxazol-3-yl)-3-hydroxy-1-methylpyrrolidin-2-one NC=1C2=C(N=C(N1)C)C=CC(=N2)C=2C=C(C=CC2)C2=CC(=NO2)[C@]2(C(N(CC2)C)=O)O